(+/-)-trans-methyl 3-((2-(2-chloro-5H-pyrrolo[2,3-b]pyrazin-7-yl)-6-(furan-3-yl) pyrimidin-4-yl)amino)bicyclo[2.2.2]octane-2-carboxylate ClC=1N=C2C(=NC1)NC=C2C2=NC(=CC(=N2)NC2C(C1CCC2CC1)C(=O)OC)C1=COC=C1